Cobalt(II) chloride [Co](Cl)Cl